N,N,2-trimethyl-4-(4,4,5,5-tetramethyl-1,3,2-dioxaborolan-2-yl)benzamide CN(C(C1=C(C=C(C=C1)B1OC(C(O1)(C)C)(C)C)C)=O)C